C(C)(C)(C)N(C(O)=O)[C@H](C(=O)NC(CC1=CC(=CC(=C1)F)F)(C)C)C.BrCC=1C(=NC=CC1)COC1=C(C=C(C=C1)Cl)Cl (bromomethyl)-2-((2,4-dichlorophenoxy)methyl)pyridine tert-butyl-(S)-(1-((1-(3,5-difluorophenyl)-2-methylpropan-2-yl)amino)-1-oxopropan-2-yl)carbamate